CN(C(=O)N=NC(=O)N(C)C)C N,N,N',N'-Tetramethyl-azodicarboxamide